1-(2-BROMO-4-IODO-5-PYRAZOL-1-YL-PHENOXY)-2-METHYL-PROPAN-2-OL BrC1=C(OCC(C)(O)C)C=C(C(=C1)I)N1N=CC=C1